CSC=1N=CC=2C(N1)=NC(C(C2)C#N)=O 2-methylsulfanyl-7-oxo-pyrido[2,3-d]pyrimidine-6-carbonitrile